CC1=CC=C(C=C1)N(C)C N,N,4-trimethylaniline